5-(5-(2-Chloro-7-ethoxyquinolin-3-yl)-3-(4-(6-chloropyridin-3-yl)phenyl)-4,5-dihydro-1H-pyrazol-1-yl)-N-(3-morpholinopropyl)-5-oxopentanamide ClC1=NC2=CC(=CC=C2C=C1C1CC(=NN1C(CCCC(=O)NCCCN1CCOCC1)=O)C1=CC=C(C=C1)C=1C=NC(=CC1)Cl)OCC